N-[(1S)-1-[3-chloro-5-fluoro-2-(hydroxymethyl)phenyl](1,2,2,2-2H4)ethyl]-2-(difluoromethoxy)acetamide ClC=1C(=C(C=C(C1)F)[C@@](C([2H])([2H])[2H])([2H])NC(COC(F)F)=O)CO